Tert-butyl {3-[2-(aminomethyl)-1-{[2-(trimethylsilyl)ethoxy]methyl}-1H-benzimidazol-4-yl]propyl}carbamate NCC1=NC2=C(N1COCC[Si](C)(C)C)C=CC=C2CCCNC(OC(C)(C)C)=O